ClC1=CC=C(C=C1)C=1OC2=C(N1)C(=CC(=C2)C=2C1=CC=CC=C1C=1C=CC=CC1C2)C2=CC=C(C=C2)C#N 2-(4-chloro-phenyl)-4-(4-cyano-phenyl)-6-(phenanthr-9-yl)-benzoxazole